Cl.C(C1=CC=CC=C1)N(CC(=O)C1=CC(=C(C=C1)O)O)CC1=CC=CC=C1 2-dibenzylamino-1-(3,4-dihydroxyl-phenyl)-ethanone hydrochloride